C(C1=CC=CC=C1)N1CC(CC1)NC(=O)NC1=CC=C(C=C1)F 1-(1-benzylpyrrolidine-3-yl)-3-(4-fluorophenyl)urea